9,9-Dimethyl-9H-xanthen-2-amine CC1(C2=CC=CC=C2OC=2C=CC(=CC12)N)C